C(C)(=O)C1=NC=CC(C1OC1OCCCC1)=O 2-acetyl-3-tetrahydropyranyloxypyridin-4-one